C(C)(C)(C)OC(=O)N1N=CC(=C1)C1OC=2C=C(C=CC2C=2N(N=C(C21)C(=O)O)C2=CSC=C2)OC (1-tert-Butoxycarbonyl-1H-pyrazol-4-yl)-7-methoxy-1-thiophen-3-yl-1,4-dihydro-chromeno[4,3-c]pyrazole-3-carboxylic acid